O=C1NC(CCC1N1C(C2=CC=C(C=C2C1=O)NCCCOC1=CC=CC=N1)=O)=O 6-(3-((2-(2,6-dioxopiperidin-3-yl)-1,3-dioxoisoindolin-5-yl)amino)propoxy)pyridine